1-[2-chloro-4-(trifluoromethyl)phenyl]-4-{2'-methoxy-[2,3'-bipyridine]-5-yl}-N-[2-(methylamino)ethyl]piperidine-4-carboxamide ClC1=C(C=CC(=C1)C(F)(F)F)N1CCC(CC1)(C(=O)NCCNC)C=1C=CC(=NC1)C=1C(=NC=CC1)OC